FC(C1=NN=C(O1)C1=CC=2N(C=C1)C=C(N2)CN(C(=O)C2CN(C2)C)C2=CC=CC=C2)F N-((7-(5-(difluoromethyl)-1,3,4-oxadiazol-2-yl)imidazo[1,2-a]pyridin-2-yl)methyl)-1-methyl-N-phenylazetidin-3-carboxamide